N-methyl-N-[(2-thioxo-1,2-dihydropyridin-3-yl)carbonyl]-glycine CN(CC(=O)O)C(=O)C=1C(NC=CC1)=S